6-[[7-(4-chlorophenyl)-1-methyl-8-(2-methylpyrazol-3-yl)-2,6-dioxopurin-3-yl]methyl]pyridine-3-sulfonamide ClC1=CC=C(C=C1)N1C(=NC=2N(C(N(C(C12)=O)C)=O)CC1=CC=C(C=N1)S(=O)(=O)N)C=1N(N=CC1)C